N[C@@H]1C2=CC(=CC=C2CC12CCN(CC2)N2CC=NC(=C2N)SC2=C(C(=NC=C2)N)Cl)C(=O)N (S)-1-amino-1'-(6-amino-5-((2-amino-3-chloropyridin-4-yl)thio)pyrazin-1-yl)-1,3-dihydrospiro[indene-2,4'-piperidine]-6-carboxamide